N-({5-chloro-6-[(3-methyl-5-isoxazolyl)methoxy]-2-indolyl}methyl)-1-methyl-2-oxo-3-pyrrolidinecarboxamide ClC=1C=C2C=C(NC2=CC1OCC1=CC(=NO1)C)CNC(=O)C1C(N(CC1)C)=O